2-amino-7-hydroxy-N-isobutyl-3-methyl-N-((5-(trifluoromethyl)pyridin-2-yl)methyl)quinoline-6-carboxamide NC1=NC2=CC(=C(C=C2C=C1C)C(=O)N(CC1=NC=C(C=C1)C(F)(F)F)CC(C)C)O